Methyl (S)-3-hydroxy-2-methyl-2-((5-nitro-1-(phenylsulfonyl)-1H-pyrrolo[2,3-b]pyridin-4-yl)amino)propanoate OC[C@@](C(=O)OC)(NC1=C2C(=NC=C1[N+](=O)[O-])N(C=C2)S(=O)(=O)C2=CC=CC=C2)C